N1N=CC2=CC(=CC=C12)C#CC1=NC(=NC=C1)C1=NC(=NC=C1)NCC=1OC=CC1 ((1H-indazol-5-yl)ethynyl)-N-(furan-2-ylmethyl)-[2,4'-bipyrimidin]-2'-amine